2'-chloro-N-(5-(5-(1,1-difluoroethyl)picolinoyl)-5,6-dihydro-4H-pyrrolo[3,4-d]thiazol-2-yl)-5'-methoxy-6-methyl-[4,4'-bipyridine]-3-carboxamide ClC1=NC=C(C(=C1)C1=C(C=NC(=C1)C)C(=O)NC=1SC2=C(N1)CN(C2)C(C2=NC=C(C=C2)C(C)(F)F)=O)OC